n-octyl-(Z)-13-docosenoic acid C(CCCCCCC)C(C(=O)O)CCCCCCCCCC\C=C/CCCCCCCC